ClC=1C=C(/C=C/C(=O)O)C=CC1Cl trans-3,4-dichloro-cinnamic acid